OC[C@H](C1=CC=CC=C1)NC1=NC(=NC=C1C=1OC=NN1)NC1=CC=C2C(N3N(C2=C1)COCC3)=O (S)-9-((4-((2-hydroxy-1-phenylethyl)amino)-5-(1,3,4-oxadiazol-2-yl)pyrimidin-2-yl)amino)-3,4-dihydro-1H,6H-[1,3,4]oxadiazino[3,4-a]indazol-6-one